FC1(CN(C1)C(=O)N[C@@H](CC(=O)O)C1=CC(=C(C=C1)OC)F)CCC1=NC=2NCCCC2C=C1 (S)-3-(3-fluoro-3-(2-(5,6,7,8-tetrahydro-1,8-naphthyridin-2-yl)ethyl)azetidine-1-carboxamido)-3-(3-fluoro-4-methoxyphenyl)propionic acid